1-ethyl-2-methylpyrazolin C(C)N1N(C=CC1)C